BrC=1C=2N(N=C(C1C)N1CCC(CC1)OC1=CC3=C(OCCO3)C=C1)C(C=CN2)=O 9-bromo-7-(4-((2,3-dihydrobenzo[b][1,4]dioxin-6-yl)oxy)piperidin-1-yl)-8-methyl-4H-pyrimido[1,2-b]pyridazin-4-one